N1(CCCCCC1)C(=O)OC1=CC(=CC=C1)C=1C=NC=C(C1)C=1OC=NN1 3-(5-(1,3,4-oxadiazol-2-yl)pyridin-3-yl)phenyl azepane-1-carboxylate